ClC1=NC(=CC(=C1NC(=S)NC(C1=CC=CC=C1)=O)CO)Cl N-((2,6-dichloro-4-(hydroxymethyl)pyridin-3-yl)carbamothioyl)benzamide